6-((2R,3R)-2,3-dimethylmorpholino)quinoline-4-carboxylic acid C[C@H]1OCCN([C@@H]1C)C=1C=C2C(=CC=NC2=CC1)C(=O)O